C(C)(C)(C)OC(=O)N1CC(=CCC1)C=1C=NC(=C(C1)C)OC 6'-methoxy-5'-methyl-5,6-dihydro-[3,3'-bipyridin]-1(2H)-carboxylic acid tert-butyl ester